NC1=NC2=C(C=C(C=C2C=N1)C1=CC=C(C=C1)OC1=NC=CC(=C1)C(F)(F)F)C=1C=C(C=CC1)NC(C=C)=O N-(3-(2-amino-6-(4-((4-(trifluoromethyl)pyridin-2-yl)oxy)phenyl)quinazolin-8-yl)phenyl)acrylamide